1,3-dimethyl-tetrahydro-2-pyrimidone CN1C(N(CCC1)C)=O